3-((2R,4S)-2-(2,5-difluorophenyl)-4-fluoropyrrolidin-1-yl)-5-(1-((R)-pyrrolidin-3-yl)-1H-pyrazol-4-yl)-1H-pyrazolo[3,4-b]pyridine FC1=C(C=C(C=C1)F)[C@@H]1N(C[C@H](C1)F)C1=NNC2=NC=C(C=C21)C=2C=NN(C2)[C@H]2CNCC2